C(C1=CC=CC=C1)OC1=CC(=C(C=C1F)C1=CC(=C2C=NN(C2=C1)C1OCCCC1)O[C@@H]1C[C@H](CC1)NC([O-])=O)CC N-[(1S,3S)-3-[6-(4-benzyloxy-2-ethyl-5-fluoro-phenyl)-1-tetrahydropyran-2-yl-indazole-4-yl]oxycyclopentyl]carbamate